ClC=1C=NC=C(C1)SCCC 3-Chloro-5-(propylsulfanyl)pyridine